ClC1=CC=C(C=C1)C#CC(=O)O 3-(4-chlorophenyl)propiolic acid